CC(CC(=O)NC=1C=NC=C(C1)C=1C=C2C(=NNC2=CC1)C#CC1=CC(=CC=C1)[N+](=O)[O-])C 3-methyl-N-(5-(3-((3-nitrophenyl)ethynyl)-1H-indazol-5-yl)pyridin-3-yl)butanamide